FC(C=1C=CC=2N(N1)C(=CN2)C2=CC(=NC=N2)N2CC(CC(C2)C)N=S2(CCCC2)=O)F 1-((1-(6-(6-(Difluoromethyl)imidazo[1,2-b]pyridazin-3-yl)pyrimidin-4-yl)-5-methylpiperidin-3-yl)imino)tetrahydro-1H-1λ6-thiophene 1-oxide